2-(3-Cyanopropanoyl)-5-(ethylsulfonyl)-N-[4-(1,1,1,3,3,3-hexafluoro-2-hydroxypropan-2-yl)phenyl]-2,3-dihydro-1H-isoindol-1-carboxamid C(#N)CCC(=O)N1C(C2=CC=C(C=C2C1)S(=O)(=O)CC)C(=O)NC1=CC=C(C=C1)C(C(F)(F)F)(C(F)(F)F)O